2-(8-fluoro-3-quinolyl)-4,6,6-trimethyl-4-(2-methylallyl)-5H-1,3-oxazine FC=1C=CC=C2C=C(C=NC12)C=1OC(CC(N1)(CC(=C)C)C)(C)C